acrylic isocyanate compound with phenol C1(=CC=CC=C1)O.C(C=C)(=O)N=C=O